N7-Methyl-N5-(1-methyl-1H-imidazol-2-yl)-3-phenyl-2,3-dihydrobenzofuran-5,7-dicarboxamid CNC(=O)C1=CC(=CC=2C(COC21)C2=CC=CC=C2)C(=O)NC=2N(C=CN2)C